(bis-[3-(triethoxysilyl)propyl])Tetrasulfide C(C)O[Si](CCCSSSSCCC[Si](OCC)(OCC)OCC)(OCC)OCC